ClC1=CC(=C(C=C1)C1(CC1)C(=O)NC=1C=C(C(=C(C(=O)OCC)C1)C=1C=NN(C1)C1CCC1)F)F Ethyl 5-({[1-(4-chloro-2-fluorophenyl)cyclopropyl]carbonyl}amino)-2-(1-cyclobutyl-1H-pyrazol-4-yl)-3-fluorobenzoate